ethyl-5-(4,4,5,5-tetramethyl-1,3,2-dioxaborolan-2-yl)pyridin-2-amine C(C)C=1C(=NC=C(C1)B1OC(C(O1)(C)C)(C)C)N